C(C1=CC=CC=C1)N1CC(CCC1)C1=CC=NC=2N1N=C(C2)CNC 1-(7-(1-Benzylpiperidin-3-yl)pyrazolo[1,5-a]pyrimidin-2-yl)-N-methylmethanamine